N-(2-hydroxy-2-methylpropyl)-4-[2-methyl-5-[(3S)-3-(2,2,2-trifluoroethyl)pyrrolidine-1-carbonylamino]phenyl]-6-(morpholin-4-yl)pyridine-2-carboxamide OC(CNC(=O)C1=NC(=CC(=C1)C1=C(C=CC(=C1)NC(=O)N1C[C@@H](CC1)CC(F)(F)F)C)N1CCOCC1)(C)C